CHLOROETHYLKETONE ClCCC(=O)CCCl